FC(C(=O)O)(F)F.C1NCC12OCC(C2)=O 5-Oxa-2-azaspiro[3.4]octan-7-one 2,2,2-trifluoroacetic acid salt